C(C)(C)(C)OC(=O)NC1=CC(=NC(=C1C(=O)OC(C)(C)C)Cl)Cl tert-butyl 4-(tert-butoxycarbonylamino)-2,6-dichloronicotinate